P(=O)(OC)(OCCSSCCCCCCCCCCCCCCCCCC)[O-] methyl (2-(octadecyldithio) ethyl) phosphate